ClC1=C(C=CC=C1Cl)N1C(=NC(=C(C1=O)C)N1CCC2([C@@H](C=3N(N=CC3)C2)CC(C)(S(=O)N)C)CC1)C ((S)-1-(1-(2,3-dichlorophenyl)-2,5-dimethyl-6-oxo-1,6-dihydropyrimidin-4-yl)-4'H,6'H-spiro[piperidine-4,5'-pyrrolo[1,2-b]pyrazol]-4'-yl)-2-methylpropane-2-sulfinamide